C1(=CC=CC=C1)P(C1=CC=CC=C1)C1=CC=CC=C1 2-(diphenylphosphino)benzol